ClC1=CC=C(C=C1)C1N(CCC=2C3=CC=CC=C3NC12)C=1C=C(C=CC1)C=O 3-[1-(4-Chloro-phenyl)-1,3,4,9-tetrahydro-β-carbolin-2-yl]-phenyl-methanone